[N+](=[N-])=CC(CC[C@@H](C(=O)OCOCC)NC([C@H](C)OC)=O)=O ethoxymethyl (S)-6-diazo-2-((S)-2-methoxypropanamido)-5-oxohexanoate